Cl.[Cl-].NC=1C=CC=2CC3=CC=C(C=C3N(C2C1)C)N 3,6-diamino-10-methylacridine chloride hydrochloride